FC(CCC=1C=2CC[C@H]3N(C2N=CC1)CCNC3)(F)F (R)-4-(3,3,3-trifluoropropyl)-6,6a,7,8,9,10-hexahydro-5H-pyrazino[1,2-a]-[1,8]naphthyridine